[Ga]=[Se].[Ir].[Cu] copper iridium gallium selenide